(1r,3r)-3-fluorocyclobutanol FC1CC(C1)O